C(#N)C=1C=C(C=CC1F)NC(=O)N1CC=2C(=NN3C2C2=C(CCC3)C=CN=N2)CC1 N-(3-Cyano-4-fluorophenyl)-6,7,10,11-tetrahydro-5H-pyridazino[3,4-c]pyrido[4',3':3,4]pyrazolo[1,5-a]azepine-12(13H)-carboxamide